CC(C(=O)OCC1=CC=CC=C1)=CCC benzyl 2-methylpent-2-enoate